(R)-N-((-)-1-(3-amino-4-fluorophenyl)-3-cyclopropyl-1-(2-methylpyridin-4-yl)propyl)-2-methylpropane-2-sulfinamide NC=1C=C(C=CC1F)C(CCC1CC1)(C1=CC(=NC=C1)C)N[S@](=O)C(C)(C)C